COC=1C=CC(=NC1OC)CCN(C(=O)C1=NC(=CC=C1)CC)C(C)CCC1=CC=CC=C1 N-[2-(5,6-dimethoxypyridin-2-yl)ethyl]-6-ethyl-N-(4-phenylbutan-2-yl)pyridine-2-carboxamide